(2R,5S)-N-(3-Chloro-4-cyano-2-fluorophenyl)-3-(4-cyano-3-(trifluoromethyl)phenyl)-2-(trifluoromethyl)oxazolidin-5-carboxamid ClC=1C(=C(C=CC1C#N)NC(=O)[C@@H]1CN([C@H](O1)C(F)(F)F)C1=CC(=C(C=C1)C#N)C(F)(F)F)F